OC1=CC=C(C(C(=O)O)=C1)N 5-hydroxy-anthranilic acid